C(C)OC(=O)C12CCC(CC1)(CC2)C2=CC(=C(C=C2)OC)C 4-(4-methoxy-3-methylphenyl)bicyclo[2.2.2]octane-1-carboxylic acid ethyl ester